C1(=CC=C(C=C1)CC(C(=O)[O-])=C)C1=CC=C(C=C1)CC(C(=O)[O-])=C biphenyl-4,4'-dimethacrylate